2'-ethoxy-5-((2-(4-fluoro-2-(trifluoromethyl)phenyl)-2-azaspiro[3.3]heptan-6-yl)oxy)-[2,3'-bipyridine]-6-carboxamide C(C)OC1=NC=CC=C1C1=NC(=C(C=C1)OC1CC2(CN(C2)C2=C(C=C(C=C2)F)C(F)(F)F)C1)C(=O)N